(S)-4-ethyl-8-fluoro-4-hydroxy-11-(3-(methylamino)cyclobutyl)-1H-pyrano[3',4':6,7]indolizino[2,1-b]quinoline-3,6,14(4H,11H,12H)-trione C(C)[C@]1(C(OCC=2C(N3CC=4N(C5=CC=C(C=C5C(C4C3=CC21)=O)F)C2CC(C2)NC)=O)=O)O